ClC=1N=C(N(C1C1=CC=C(C=C1)C)S(=O)(=O)N(C)C)C#N 4-chloro-2-cyano-N,N-dimethyl-5-p-tolylimidazole-1-sulfonamide